methanoazulen C1C2=CC3=CC=CC=CC3=C21